S1C=NC2=C1C=CC(=C2)CN(C(C(=O)OC)=O)C(C)C=2N=NC=CC2 methyl 2-((benzo[d]thiazol-5-ylmethyl)(1-(pyridazin-3-yl)ethyl)amino)-2-oxoacetate